C(C)OC(=O)C=1C=C(C=CC1)OB(O)O 3-ethoxycarbonylphenyl-boric acid